[N+](=O)([O-])N(CCC[C@H](N)C(=O)O)C(N)=N N'-Nitroarginine